2-(3-chloro-4-(4-hydroxy-3-isopropylbenzyl)-5-(prop-1-en-2-yl)phenoxy)-N-methylacetamide ClC=1C=C(OCC(=O)NC)C=C(C1CC1=CC(=C(C=C1)O)C(C)C)C(=C)C